O=C1C(=C(OC2=C1C=CC=C2)C2=CC=CC=C2)OCC(=O)NCC2=CC=C(C(=O)O)C=C2 4-((2-((oxo-2-phenyl-4H-benzopyran-3-yl)oxy)acetamido)methyl)benzoic acid